C(C1=CC=CC=C1)S(=O)(=O)N1CC(C(CC1)(C1=CC(=CC=C1)OC)OC(F)F)CN(NC)NC 1-(1-(benzylsulfonyl)-4-(difluoromethoxy)-4-(3-methoxyphenyl)piperidin-3-yl)-N,N-dimethylaminomethylamine